2-thia-7-azaspiro[4.5]decane 2-oxide C1S(CCC12CNCCC2)=O